2-[8-[(Z)-non-2-enoxy]-8-oxo-octoxy]-3-[octyl-[2-[2-[2-[2-(2-trityloxyethoxy) ethoxy]ethoxy] ethoxy]ethyl]amino]-3-oxo-propoxyloctanoate C(\C=C/CCCCCC)OC(CCCCCCCOC(COC(C(=O)[O-])CCCCCC)C(=O)N(CCOCCOCCOCCOCCOC(C1=CC=CC=C1)(C1=CC=CC=C1)C1=CC=CC=C1)CCCCCCCC)=O